C(CCCCCCC)[Si](OCC)(OCC)CCCCCCCC di(n-octyl)(diethoxy)silane